C(C)(C)(C)C1NCC=C(CC1O)C1=C(C(=CC=2CCOC21)N)F tert-butyl-5-(5-amino-6-fluoro-2,3-dihydrobenzofuran-7-yl)-3-hydroxy-2,3,4,7-tetrahydroazepine